C(C1=CC=CC=C1)OC=1C(=NC(=CN1)C1=C(C=C(C=C1C)C(F)(F)F)O)NC(=O)N1CC=2C=NC(=CC2C1)OC N-[3-benzyloxy-6-[2-hydroxy-6-methyl-4-(trifluoromethyl)phenyl]pyrazin-2-yl]-6-methoxy-1,3-dihydropyrrolo[3,4-c]pyridine-2-carboxamide